7-{3-[(2-hydroxyethyl)carbamoyl]azetidin-1-yl}-5-methyl-4-oxo-1-(1,3-thiazol-2-yl)-1,4-dihydro-1,8-naphthyridine-3-carboxylic acid OCCNC(=O)C1CN(C1)C1=CC(=C2C(C(=CN(C2=N1)C=1SC=CN1)C(=O)O)=O)C